methyl 3-amino-5-methyl-benzoate NC=1C=C(C(=O)OC)C=C(C1)C